tert-butyl 4-(4-(4-(1-(tert-butoxycarbonyl)-1,2,3,6-tetrahydropyridin-4-yl)-3-fluorobenzamido)-2-fluoro-5-methylphenyl)-3,6-dihydropyridine-1(2H)-carboxylate C(C)(C)(C)OC(=O)N1CCC(=CC1)C1=C(C=C(C(=O)NC2=CC(=C(C=C2C)C=2CCN(CC2)C(=O)OC(C)(C)C)F)C=C1)F